BrC=1C=CC(=C(OCC(CO[Si](C2=CC=CC=C2)(C2=CC=CC=C2)C(C)(C)C)C2=CC=CC=C2)C1)[N+](=O)[O-] [3-(5-Bromo-2-nitrophenoxy)-2-phenylpropoxy](tert-butyl)diphenylsilane